C1(CC1)C(C1=C(C=C(CN(S(=O)(=O)C2=CC=C(C(=O)O)C=C2)C=2N=CC3=CC=CC=C3C2C)C=C1)F)(F)F 4-{[{4-[cyclopropyl(difluoro)methyl]-3-fluorobenzyl}(4-methylisoquinolin-3-yl)amino]sulfonyl}benzoic acid